N1(CCNCC1)C(=O)[C@H]1CC(CC1)=O (R)-3-(piperazine-1-carbonyl)cyclopentan-1-one